ClC1=C(C(O)=CC(=C1)Cl)O 3,5-dichloro-catechol